β-icosyliminodisodium propionate C(CC)(=O)O.CC(CCCCCCCCCCCCCCCCCC)N([Na])[Na]